FC1=CC2=C(N(C(=N2)N2C[C@H]([C@@H](CC2)F)N)CC2=CC(=CC=C2)C(F)(F)F)C=C1F (3R,4R)-1-(5,6-Difluoro-1-(3-(trifluoromethyl)benzyl)-1H-benzimidazol-2-yl)-4-fluoro-3-piperidinamin